C(C=C)C1=C2C=NN(C(C2=CC(=C1)Cl)=O)COCC[Si](C)(C)C 5-allyl-7-chloro-2-((2-(trimethylsilyl)ethoxy)methyl)phthalazin-1(2H)-one